ClC1=C(C=C2C(=N1)CCC2)C(=O)NC(CC2=CC=CC=C2)(C)C 2-chloro-N-(2-methyl-1-phenylpropan-2-yl)-6,7-dihydro-5H-cyclopenta[b]pyridine-3-carboxamide